(R)-1-ethyl-N-(1-methylcyclopropyl)-4-((2-methylthiazol-5-yl)methyl)-5-oxo-1,2,4,5-tetrahydroimidazo[1,2-a]quinazoline-7-sulfonamide C(C)[C@@H]1CN=C2N1C1=CC=C(C=C1C(N2CC2=CN=C(S2)C)=O)S(=O)(=O)NC2(CC2)C